N-((S)-1-(((R)-3-methyl-1-((1R,7S)-11-methyl-2,6-dioxo-3,5,9-trioxa-11-aza-4-borabicyclo[5.3.1]undecan-4-yl)butyl)amino)-1-oxo-3-phenylpropan-2-yl)pyrazine-2-carboxamide CC(C[C@@H](B1OC([C@H]2COC[C@@H](C(O1)=O)N2C)=O)NC([C@H](CC2=CC=CC=C2)NC(=O)C2=NC=CN=C2)=O)C